C/C(=C\\C=C\\C(C)(C)O)/C=C/C(=O)/C(=C/1\\C(=O)C[C@@H]2[C@@]1(CC[C@@H]3[C@@]2(CC[C@H]([C@]3(C)C(=O)[O-])OC(=O)C)C)C)/C The molecule is a dioxo monocarboxylic acid anion obtained by the deprotonation of the carboxylic group of globostellatic acid A. It is a conjugate base of a globostellatic acid A.